ClC=1C=CC=2C(=C3N(C2C1C=1C(=NC=NC1C)C)CCCN(C3=O)C=3C=C(C=1C=NN(C1C3)C)C(=O)O)CCCOC3=CC(=C(C(=C3)C)Cl)C 6-[8-Chloro-11-[3-(4-chloro-3,5-dimethyl-phenoxy)propyl]-7-(4,6-dimethylpyrimidin-5-yl)-1-oxo-4,5-dihydro-3H-[1,4]diazepino[1,2-a]indol-2-yl]-1-methyl-indazole-4-carboxylic Acid